CC1=C(OC2=C(C=C(C=C2C1=O)C)[C@@H](C)NC1=C(C(=O)NC2=CC=CC=C2)C=CC=C1)C1=CC=CC=C1 2-[[(1R)-1-(3,6-Dimethyl-4-oxo-2-phenyl-chromen-8-yl)ethyl]amino]-N-phenyl-benzamide